OCCS(=O)(=O)NC1=CC(=C(C(=O)NC2=NN(C(=C2)C)C2CC(C2)C(F)(F)F)C=C1)N1CCC2(CC2)CC1 4-((2-hydroxyethyl)sulfonamido)-N-(5-methyl-1-((1s,3s)-3-(trifluoromethyl)cyclobutyl)-1H-pyrazol-3-yl)-2-(6-azaspiro[2.5]octan-6-yl)benzamide